NCCCC[C@@H](C(COC1=NOC=C1)=O)NC(C1=CN=C(C=C1)N(C)C)=O (S)-N-(7-amino-1-(isoxazol-3-yloxy)-2-oxohept-3-yl)-6-(dimethylamino)nicotinamide